COC(=O)C=1C(N(C2=CC(=CC=C2C1N)OC)C1=CC=C(C=C1)[C@@H](C)O)=O (R)-4-amino-1-(4-(1-hydroxyethyl)phenyl)-7-methoxy-2-oxo-1,2-dihydroquinoline-3-carboxylic acid methyl ester